C(C)OC1=NC=CC=C1C1=CC(=C2C(=N1)C(=NN2[C@@H](CC)C)C)NCC2=CC(=NC=C2)OC (R)-5-(2-ethoxy-3-pyridyl)-N-[(2-methoxy-4-pyridyl)methyl]-3-methyl-1-[1-methylpropyl]pyrazolo[4,3-b]pyridin-7-amine